C(C)(C)(C)C1N(CC1C1=CC=C(C=C1)OC(C)C)C(=O)O.N[C@@H]([C@H](O)C)C(=O)N[C@@H](CCCCN)C(=O)O Threonyl-lysine tert-Butyl-3-(4-isopropoxyphenyl)azetidine-1-carboxylate